3-hydroxy-4-(1H-pyrrol-1-yl)benzoic acid OC=1C=C(C(=O)O)C=CC1N1C=CC=C1